OC1=C(C=C(C=NO)C=C1C(F)(F)F)OC 4-hydroxy-3-methoxy-5-(trifluoromethyl)benzaldehyde oxime